C(#N)C=1C=C(C=NC1OC(F)F)NC(=O)[C@@H]1CC(C=2C=3N(N=CC21)C=C(N3)C(F)F)(C)C (R)-N-(5-cyano-6-(difluoromethoxy)pyridin-3-yl)-2-(difluoromethyl)-9,9-dimethyl-8,9-dihydro-7H-cyclopenta[d]imidazo[1,2-b]pyridazine-7-carboxamide